tert-butyl 4-[1-(2-butyl-7-(hexahydro pyridin-4-yl)-4-(tert-butylamino)thieno[3,2-b]imidazo[4,5-d]pyridin-1-yl)methyl]hexahydropyridine-1-carboxylate C(CCC)C1=NC=2C(=C3C(=NC2NC(C)(C)C)C=C(S3)C3CCNCC3)N1CC1CCN(CC1)C(=O)OC(C)(C)C